N-(2,3-dihydrobenzo[b][1,4]dioxin-6-yl)-6-methyl-5-nitroisoquinolin-1-amine O1C2=C(OCC1)C=C(C=C2)NC2=NC=CC1=C(C(=CC=C21)C)[N+](=O)[O-]